N1C=C(C2=CC=CC=C12)C1CCN(CC1)C=1C=C2C(=NC1)N=C(O2)N2CCOCC2 6-(4-(1H-indol-3-yl)piperidin-1-yl)-2-morpholinooxazolo[4,5-b]pyridine